C(C)(C)(C)OC(=O)N([C@H](C(=O)N[C@@H]1C(N2[C@@H](SCC1)CC([C@H]2C(=O)N[C@H](CCC(=O)OC)C2=CC=CC=C2)(C)C)=O)C)C methyl (4R)-4-{[(4S,7S,9aS)-4-[(2S)-2-{[(tert-butoxy)carbonyl] (methyl)amino} propanamido]-8,8-dimethyl-5-oxo-octahydropyrrolo[2,1-b][1,3]thiazepin-7-yl]formamido}-4-phenylbutanoate